rel-(4aS,8R,8aR)-8-methylhexahydro-2H-pyrido[4,3-b][1,4]Oxazin-3(4H)-one C[C@@H]1CNC[C@H]2[C@@H]1OCC(N2)=O |o1:1,5,6|